CN(CCN(C1=C(C=C(C(=C1)OC)NC1=NC=CC(=N1)C=1C=C(C2=C(N(C(=N2)C)C(C)C)C1)F)NC(C=C)=O)C)C N-(2-((2-(dimethylamino)ethyl)(methyl)amino)-5-((4-(4-fluoro-1-isopropyl-2-methyl-1H-benzo[d]imidazole-6-yl)pyrimidin-2-yl)amino)-4-methoxyphenyl)acrylamide